C(C1=CC=CC=C1)OC1=C(N2C(C3=C(C=CC=C13)N1CCC(CC1)C1=CC=CC=C1)=NC=N2)C(=O)O 6-(benzyloxy)-10-(4-phenylpiperidin-1-yl)-[1,2,4]triazolo[5,1-a]isoquinoline-5-carboxylic acid